CC1=NC=NC(=C1C(=O)N[C@@H](CCO[C@@H]1C[C@@H](C1)CCC1=NC=2NCCCC2C=C1)C(=O)O)C N-(4,6-Dimethylpyrimidine-5-carbonyl)-O-(cis-3-(2-(5,6,7,8-tetrahydro-1,8-naphthyridin-2-yl)ethyl)cyclobutyl)homoserine